C1(=CC=CC=C1)C1=NC(=NC(=N1)C1=CC=CC=C1)C1=C(C2=CC=CC=C2C=C1)B1OC(C(O1)(C)C)(C)C 2,4-diphenyl-6-(1-(4,4,5,5-tetramethyl-1,3,2-dioxaborolan-2-yl)naphthalen-2-yl)-1,3,5-triazine